ClC1=C(C=C(C=C1)[C@@H]1N(OCC1)C1=CC(=NC=N1)NC=1C(=CC(=C(C1)NC(C=C)=O)N1CCN(CC1)C)OC)C(F)(F)F (R)-N-(5-((6-(3-(4-chloro-3-(trifluoromethyl)phenyl)isoxazolidin-2-yl)pyrimidin-4-yl)amino)-4-Methoxy-2-(4-methylpiperazin-1-yl)phenyl)acrylamide